methyl (1R,2S,5S)-3-((S)-2-amino-4-hydroxy-3,3-dimethylbutanoyl)-6,6-dimethyl-3-azabicyclo[3.1.0]hexane-2-carboxylate N[C@H](C(=O)N1[C@@H]([C@H]2C([C@H]2C1)(C)C)C(=O)OC)C(CO)(C)C